diisooctoxy phosphate P(=O)(OOCCCCCC(C)C)(OOCCCCCC(C)C)[O-]